methyl (E)-2-(5-(2-methyl-6-(1-methyl-5-(((tetrahydro-2H-pyran-2-yl)oxy)methyl)-1H-1,2,3-triazol-4-yl)pyridin-3-yl)-2H-pyran-3(6H)-ylidene)acetate CC1=NC(=CC=C1C1=C/C(/COC1)=C\C(=O)OC)C=1N=NN(C1COC1OCCCC1)C